tert-butyl (cyclopropyl(5-(2-fluoro-3-nitrophenyl)-2-methyl-2H-1,2,3-triazol-4-yl)methyl)(methyl)carbamate C1(CC1)C(C1=NN(N=C1C1=C(C(=CC=C1)[N+](=O)[O-])F)C)N(C(OC(C)(C)C)=O)C